tert-butyl N-[2-(4,4-dimethylcyclohexen-1-yl)-6-[2,2,6,6-tetrakis(trideuteriomethyl)tetrahydropyran-4-yl]-3-pyridyl]carbamate CC1(CC=C(CC1)C1=NC(=CC=C1NC(OC(C)(C)C)=O)C1CC(OC(C1)(C([2H])([2H])[2H])C([2H])([2H])[2H])(C([2H])([2H])[2H])C([2H])([2H])[2H])C